2,2-dimethyl-1-(thiophen-3-yl)but-3-en-1-one CC(C(=O)C1=CSC=C1)(C=C)C